O1[C@@H](COCC1)CNC(=O)C1=C(C2=C(CCC3=CN(N=C23)CCNC(OC(C)(C)C)=O)O1)C tert-Butyl [2-(7-{[(2R)-1,4-dioxan-2-ylmethyl]carbamoyl}-8-methyl-4,5-dihydro-2H-furo[2,3-g]indazol-2-yl)ethyl]carbamat